NC1=NC=CC(=N1)CP(OCC)(OCC)=O diethyl ((2-aminopyrimidin-4-yl)methyl)phosphonate